(2S)-2-[[cyclobutylmethyl(methyl)carbamoyl]amino]-4-[2-phenoxyethyl-[4-(5,6,7,8-tetrahydro-1,8-naphthyridin-2-yl)butyl]amino]butanoic acid C1(CCC1)CN(C(=O)N[C@H](C(=O)O)CCN(CCCCC1=NC=2NCCCC2C=C1)CCOC1=CC=CC=C1)C